(S)-4-(((2-amino-4,5,6,7-tetrahydrobenzo[d]thiazol-6-yl)(propyl)amino)methyl)-N,N-dimethylpiperidine-1-carboxamide NC=1SC2=C(N1)CC[C@@H](C2)N(CCC)CC2CCN(CC2)C(=O)N(C)C